7,7-difluoro-1-methylspiro[bicyclo[4.1.0]heptane-3,2-[1,3]dioxolane] FC1(C2CCC3(OCCO3)CC12C)F